1-chloro-4-(4-fluoro-2,6-dimethylphenyl)-7-methoxyisoquinoline ClC1=NC=C(C2=CC=C(C=C12)OC)C1=C(C=C(C=C1C)F)C